C1(CC1)C1=NN(C=N1)C1CC2(CN(C2)C(=O)N2CC(C2)C2=CC=C(C=C2)N2C(CC(CC2)(F)F)C(=O)N)C1 1-[4-[1-[6-(3-cyclopropyl-1,2,4-triazol-1-yl)-2-azaspiro[3.3]heptane-2-carbonyl]azetidin-3-yl]phenyl]-4,4-difluoro-piperidine-2-carboxamide